2-methyl-3-[(4R)-2-oxooxazolidin-4-yl]Propionic acid methyl ester COC(C(C[C@H]1NC(OC1)=O)C)=O